OC1=CC=C(C(=O)C2=C(C=CC=C2S(=O)(=O)NN)C2=CC=CC=C2)C=C1 (4-hydroxybenzoyl)-[1,1'-biphenyl]-3-sulfonohydrazide